OC1=CC=C(C=C1)C=1NC(=C2N(C1)C(C(=N2)C(C2=CC=CC=C2)([2H])[2H])=O)C([2H])([2H])C2=CC=CC=C2 6-(4-hydroxyphenyl)-2,8-bis(1,1-dideuterio-1-phenylmethyl)imidazo[1,2-a]pyrazin-3(7H)-one